C(C)(C)(C)OC(=O)N1N=CC2=CC=C(C=C12)SCCC(=O)OC 6-((3-methoxy-3-oxopropyl)thio)-1H-indazole-1-carboxylic acid tert-butyl ester